COCC1CN(CC1)C(=O)N 3-(methoxymethyl)pyrrolidine-1-carboxamide